COC1=C(C(=C(C=O)C=C1)C)C1=NC=NC=C1 4-methoxy-2-methyl-3-(pyrimidin-4-yl)benzaldehyde